(R)-N-(2-(4-(diethylamino)piperidin-1-yl)-5-((6-(3-(4-fluoro-3-(trifluoromethyl)phenyl)isoxazolidin-2-yl)pyrimidin-4-yl)amino)-4-methoxyphenyl)acrylamide C(C)N(C1CCN(CC1)C1=C(C=C(C(=C1)OC)NC1=NC=NC(=C1)N1OCC[C@@H]1C1=CC(=C(C=C1)F)C(F)(F)F)NC(C=C)=O)CC